D-glucopyranosyl fluoride tetraacetate C(C)(=O)O.C(C)(=O)O.C(C)(=O)O.C(C)(=O)O.C1([C@H](O)[C@@H](O)[C@H](O)[C@H](O1)CO)F